CN1N=CC(=C1C=1CCC=2C(=C(C(=NC2C1)N1CC2(CN(C2)C(C=C)=O)CC1)C#N)C1=NC=CC=C1F)C 7-(1,4-dimethyl-1H-pyrazol-5-yl)-4-(3-fluoro-2-pyridinyl)-2-(2-(2-propenoyl)-2,6-diazaspiro[3.4]octan-6-yl)-5,6-dihydro-3-quinolinecarbonitrile